(R)-6-bromo-1-(1-(2,4-dichlorophenyl)ethyl)-1H-benzo[d][1,2,3]triazole BrC=1C=CC2=C(N(N=N2)[C@H](C)C2=C(C=C(C=C2)Cl)Cl)C1